O=C=NS(=O)(=O)Cl (oxomethylene)sulfamoylchloride